8-(2-(tert-butyl)pyrimidin-5-yl)-3-methyl-6-oxo-3,4-dihydro-2H,6H-pyrimido[2,1-b][1,3]thiazine-7-carbonitrile C(C)(C)(C)C1=NC=C(C=N1)C=1N=C2SCC(CN2C(C1C#N)=O)C